(Z)-4-(4-((3-(2-(2-(2-aminoethoxy)ethoxy)ethyl)-2,4-dioxothiazolidin-5-ylidene)methyl)-2-methoxyphenoxy)-3-(trifluoromethyl)benzonitrile NCCOCCOCCN1C(S\C(\C1=O)=C/C1=CC(=C(OC2=C(C=C(C#N)C=C2)C(F)(F)F)C=C1)OC)=O